2-(3-(azetidin-1-ylsulfonyl)phenyl)-N4-isopropyl-6-phenyl-1,3,5-triazine-2,4-diamine N1(CCC1)S(=O)(=O)C=1C=C(C=CC1)C1(NC(=NC(=N1)NC(C)C)C1=CC=CC=C1)N